C(C)C1(CN(CCO1)C1=NC(=NC=C1F)NC1=CC=C(C=C1)S(=O)(=O)N)CC 4-{[4-(2,2-diethylmorpholin-4-yl)-5-fluoropyrimidin-2-yl]amino}benzenesulfonamide